ClC1=C(C=C2C=C(N=CC2=C1)NC(=O)C1CC1)C1CCN(CC1)[C@@H]1[C@H](OCC1)C N-(7-chloro-6-(1-((2R,3S)-2-methyltetrahydrofuran-3-yl)piperidin-4-yl)isoquinolin-3-yl)cyclopropanecarboxamide